FC(S(=O)(=O)OC1=CC(N(C=2N=C(N=CC21)SC)C)=O)(F)F 8-methyl-2-(methylsulfanyl)-7-oxopyrido[2,3-d]pyrimidin-5-yl trifluoromethanesulfonate